5,5'-dichloro-[1,1'-biphenyl]-2,2'-diol ClC1=CC=C(C(=C1)C=1C(=CC=C(C1)Cl)O)O